Imidazo[4,5-c][1,8]naphthyridin-4-one N1=CN=C2C(N=C3N=CC=CC3=C21)=O